CN1CC(CC1=O)C(=O)NCC1=CC=C(C=C1)NC1=CC=C(C=C1)N1CCC(CC1)C(F)(F)F 1-Methyl-5-oxo-N-(4-((4-(4-(trifluoromethyl)piperidin-1-yl)phenyl)amino)benzyl)pyrrolidine-3-carboxamide